(R)-1-(7-(8-ethyl-7-fluoro-3-(methoxymethoxy)naphthalen-1-yl)-8-fluoro-2-((1-(hydroxymethyl)cyclopropyl)methoxy)-1,6-naphthyridin-4-yl)-3-methylpiperidin-3-ol C(C)C=1C(=CC=C2C=C(C=C(C12)C1=NC=C2C(=CC(=NC2=C1F)OCC1(CC1)CO)N1C[C@@](CCC1)(O)C)OCOC)F